1-{4-[4-({1-[3-(trifluoromethoxy)phenyl]ethyl}carbamoyl)-1H-1,2,3-triazol-1-yl]butyl}-N-{[4-(trifluoromethyl)pyridin-2-yl]methyl}-1H-1,2,3-triazole-4-carboxamide FC(OC=1C=C(C=CC1)C(C)NC(=O)C=1N=NN(C1)CCCCN1N=NC(=C1)C(=O)NCC1=NC=CC(=C1)C(F)(F)F)(F)F